decanediamine dodecanedioic acid salt C(CCCCCCCCCCC(=O)O)(=O)O.C(CCCCCCCCC)(N)N